C[C@@H](O)C[C@@H](CC)N1C=NC=2C=NC=3C=CC(=CC3C21)C#N 1-[(2R,4R)-2-methyloxahex-4-yl]-1H-imidazo[4,5-c]quinoline-8-carbonitrile